FC1=CC=C(C=C1)NC(=N)NC(=N)N 1-(4-fluorophenyl)biguanide